ClC1=C(C2=C(NC=N2)C=C1)C 5-chloro-4-methyl-1H-benzo[d]imidazole